bismuth(III) trichloride [Bi](Cl)(Cl)Cl